trans-4-[(3-chloro-5-fluorobenzyl)oxy]-N-{2-fluoro-3-[6-oxo-4-(trifluoromethyl)-1,6-dihydropyrimidine-2-yl]-4-(trifluoromethyl)benzyl}cyclohexane-1-carboxamide ClC=1C=C(CO[C@@H]2CC[C@H](CC2)C(=O)NCC2=C(C(=C(C=C2)C(F)(F)F)C=2NC(C=C(N2)C(F)(F)F)=O)F)C=C(C1)F